ClC=1C(=C(C=CC1)C=1CCSC2=C(C1C1=CC=C(C=C1)O[C@@H]1CN(CC1)CCCF)C=C(C=C2)O)C 4-(3-Chloro-2-methylphenyl)-5-[4-[(3S)-1-(3-fluoropropyl)pyrrolidin-3-yl]oxyphenyl]-2,3-dihydro-1-benzothiepin-7-ol